(R)-N-(3-(2-(benzo[d]thiazol-5-ylamino)-5-fluoropyrimidin-4-yl)-1H-indol-7-yl)-3-methoxy-2-(4-methylpiperazin-1-yl)propanamide S1C=NC2=C1C=CC(=C2)NC2=NC=C(C(=N2)C2=CNC1=C(C=CC=C21)NC([C@@H](COC)N2CCN(CC2)C)=O)F